CC=1C=C(C=CC1O)C(CCCCCCCCCCCCCCCCC)C1=CC(=C(C=C1)O)C 1,1-bis(3-methyl-4-hydroxyphenyl)octadecane